rac-(1S*,2S*)-2-(5-chloro-2-fluorophenyl)cyclopropane-1-carboxylic acid ClC=1C=CC(=C(C1)[C@@H]1[C@H](C1)C(=O)O)F |r|